4-(5,7-dimethyl-1-oxo-6-phenyl-1H-pyrrolo[3,4-d]pyridazin-2(6H)-yl)-N,N-dimethylbenzenesulfonamide CC=1N(C(=C2C(N(N=CC21)C2=CC=C(C=C2)S(=O)(=O)N(C)C)=O)C)C2=CC=CC=C2